tert-butyl (1R,5S,6s)-6-(1-phenylethoxy)-3-azabicyclo[3.1.0]hexane-3-carboxylate C1(=CC=CC=C1)C(C)OC1[C@@H]2CN(C[C@H]12)C(=O)OC(C)(C)C